4-hydrazinobenzonitrile N(N)C1=CC=C(C#N)C=C1